FC=1C=CC=C2C=C(C(NC12)=O)NC1=NC(=NC=C1)NC=1C=NC(=C(C1)OC)N1CCC(CC1)(C)O 8-fluoro-3-((2-((6-(4-hydroxy-4-methylpiperidin-1-yl)-5-methoxypyridin-3-yl)amino)pyrimidin-4-yl)amino)quinolin-2(1H)-one